2,2',2''-(10-{2-[(carboxymethyl)(cyclopentyl)amino]-2-oxoethyl}-1,4,7,10-tetraazacyclododecane-1,4,7-triyl)triacetic acid gadolinium [Gd].C(=O)(O)CN(C(CN1CCN(CCN(CCN(CC1)CC(=O)O)CC(=O)O)CC(=O)O)=O)C1CCCC1